(1S,3S)-N-((4-(3-(tert-butyl)-1,2,4-oxadiazol-5-yl)bicyclo[2.2.2]octan-1-yl)methyl)-N-(3-cyanophenyl)-3-hydroxy-3-(trifluoromethyl)cyclobutane-1-carboxamide C(C)(C)(C)C1=NOC(=N1)C12CCC(CC1)(CC2)CN(C(=O)C2CC(C2)(C(F)(F)F)O)C2=CC(=CC=C2)C#N